S(=O)(=O)(ON1[C@@H]2CC[C@H](N(C1=O)C2)C(NS(=O)(=O)C=2N=NN(C2)C)=N)O (2S,5R)-2-(N-((1-methyl-1H-1,2,3-triazol-4-yl)sulfonyl)carbamimidoyl)-7-oxo-1,6-diazabicyclo[3.2.1]octan-6-yl hydrogen sulfate